[Cl-].ClC1=C(C=CC=C1)C=1N(C=[N+]2C1C=1NC3=CC=CC=C3C1C=C2)C2=CC=C(C=C2)Cl 1-(2-Chlorophenyl)-2-(4-chlorophenyl)-2,11-dihydroimidazo[1',5':1,2]pyrido[3,4-b]indol-4-ium chloride